C(C)N1CC=C(C=C1)C=C 1-ethyl-4-vinyl-pyridine